ClC1=C2N=CN(C2=NC=N1)C1CC(C1)NC(CC1=CC=CC=C1)=O N-((1s,3s)-3-(6-chloro-9H-purin-9-yl)cyclobutyl)-2-phenylacetamide